OC1=C(C(=C(C(=O)[O-])C=C1)C1=CC=CC=C1)O bis-hydroxyphenylbenzoate